C1(CC1)C1=CC(=NN1)NC1=NC(=NC=C1)N1CC2(CC(C1)C2)CNC N-(5-Cyclopropyl-1H-pyrazol-3-yl)-2-[1-(methylaminomethyl)-3-azabicyclo[3.1.1]heptan-3-yl]pyrimidin-4-amine